Methyl pyrrolidine-3-carboxylate N1CC(CC1)C(=O)OC